trans-3-(6-(1-(4-(aminomethyl)cyclohexyl)piperidin-4-yl)-1-methyl-1H-indazol-3-yl)piperidine-2,6-dione NC[C@@H]1CC[C@H](CC1)N1CCC(CC1)C1=CC=C2C(=NN(C2=C1)C)C1C(NC(CC1)=O)=O